CN1C=C(C2=CC=CC=C12)C(=O)C1=CC=CC=2N(C3=CC=CC=C3C12)C1CCN(CC1)CC=1C=C(C(=O)N)C=CC1 3-((4-(4-(1-methyl-1H-indole-3-carbonyl)-9H-carbazol-9-yl)piperidin-1-yl)methyl)benzamide